6-amino-2-(4-amino-octahydro-1H-isoindol-2-yl)-5-(2,3-dichlorophenyl)pyrimidine-4-carboxamide NC1=C(C(=NC(=N1)N1CC2CCCC(C2C1)N)C(=O)N)C1=C(C(=CC=C1)Cl)Cl